dioleyloxy-propyl-trimethylammonium C(CCCCCCC\C=C/CCCCCCCC)OC([N+](C)(C)CCC)OCCCCCCCC\C=C/CCCCCCCC